COC=1C(=C2C=CN(C2=C(C1)C)C(=O)O)CN1C(CC(CC1)C1=NC=NC=C1)C1=CC=C(C=C1)C(=O)OC 5-methoxy-4-((2-(4-(methoxycarbonyl)phenyl)-4-(pyrimidin-4-yl)piperidin-1-yl)methyl)-7-methyl-1H-indole-1-carboxylic acid